CNC(=O)C=1NC2=CC=CC(=C2C1)C N,4-dimethyl-1H-indole-2-carboxamide